(5-aminopyridin-3-yl)(azetidin-1-yl)methanone NC=1C=C(C=NC1)C(=O)N1CCC1